[Si](C)(C)(C(C)(C)C)OC[C@@H]1C[C@H]([C@H](CO1)NC(OC(C)(C)C)=O)O tert-butyl ((3S,4R,6S)-6-(((tert-butyldimethylsilyl)oxy)methyl)-4-hydroxytetrahydro-2H-pyran-3-yl)carbamate